tin-cobalt-zinc [Zn].[Co].[Sn]